2-cyclopropyl-1-((1R,3s,5S)-3-(methylamino)-9-azabicyclo[3.3.1]nonan-9-yl)ethan-1-one C1(CC1)CC(=O)N1[C@H]2CC(C[C@@H]1CCC2)NC